C(C)(C)(C)N1N=C(C=C1NC=1C=CC2=C(CNS2(=O)=O)C1)C1CC(CC1)NC(=O)NC(C)C 1-(3-(1-(tert-butyl)-5-((1,1-dioxo-2,3-dihydrobenzo[d]isothiazol-5-yl)amino)-1H-pyrazol-3-yl)cyclopentyl)-3-isopropylurea